[4-(4-aminopiperidine-4-carbonyl)piperazin-1-yl]-[4-[[3-[4-(difluoromethoxy)phenyl]imidazo[1,2-a]pyrazin-8-yl]amino]-2-methylphenyl]methanone NC1(CCNCC1)C(=O)N1CCN(CC1)C(=O)C1=C(C=C(C=C1)NC=1C=2N(C=CN1)C(=CN2)C2=CC=C(C=C2)OC(F)F)C